ClC(C)(C)OP(OC(C)(C)Cl)(OC(C)(C)Cl)=O phosphoric acid tris(chloroisopropyl) ester